4-((2-(4-amino-4-(methoxymethyl)piperidin-1-yl)pyrido[2,3-b]pyrazin-6-yl)thio)-3-chloropyridin-2-amine NC1(CCN(CC1)C=1N=C2C(=NC1)N=C(C=C2)SC2=C(C(=NC=C2)N)Cl)COC